6-{5-chloro-2-[(oxacyclohex-4-yl)amino]pyrimidin-4-yl}-2-[3-oxo-3-(pyrrolidin-1-yl)propyl]-2,3-dihydro-1H-isoindol-1-one ClC=1C(=NC(=NC1)NC1CCOCC1)C1=CC=C2CN(C(C2=C1)=O)CCC(N1CCCC1)=O